4-Phenyl-piperazine-1-carboxylic acid (4-benzylcarbamoyl-[1,2,3]thiadiazol-5-yl)-amide C(C1=CC=CC=C1)NC(=O)C=1N=NSC1NC(=O)N1CCN(CC1)C1=CC=CC=C1